tetramethyl-Cyclopentadienyl-tert-butylamino-dimethyltitanium CCC(C(C)(C)C)(C)N[Ti](C)(C)C1C=CC=C1